BrC1=CC=C2C(C(N(C2=C1)CC1CC1)=O)(C)C 6-bromo-1-cyclopropylmethyl-3,3-dimethylindolin-2-one